ClC1=C(C=NC=C1Cl)C=O 4,5-Dichloropyridine-3-carbaldehyde